ClC1=C(C=C(N=N1)NC1CC(C1)(O)C)C (cis)-3-((6-chloro-5-methylpyridazin-3-yl)amino)-1-methylcyclobutane-1-ol